3-fluoro-1-[1-(5-fluoro-2-methoxy-3-pyridyl)-2-methoxy-ethyl]pyrazol-4-amine FC1=NN(C=C1N)C(COC)C=1C(=NC=C(C1)F)OC